1-(2-chloro-3-fluorophenyl)piperazine hydrochloride Cl.ClC1=C(C=CC=C1F)N1CCNCC1